C1(=CC=CC=C1)CCCC(=O)OC1=CC=C(C=C1)\C=C\C1=CC(=CC(=C1)OC(CCCC1=CC=CC=C1)=O)OC(CCCC1=CC=CC=C1)=O [4-[(E)-2-[3,5-bis(4-phenylbutanoyloxy) phenyl] vinyl] phenyl] 4-phenylbutanoate